NC=1C=2N(C=C(N1)C)C(=NC2C2=C(C(=C(C=C2)NC(C(O)C2=CC(=CC=C2)F)=O)F)F)C([2H])([2H])[2H] N-[4-[8-amino-6-methyl-3-(trideuteriomethyl)imidazo[1,5-a]pyrazin-1-yl]-2,3-difluoro-phenyl]-2-(3-fluoro-phenyl)-2-hydroxy-acetamide